O[C@@H]1C[C@H](C2=C1N=CN=C2)C (5R,7R)-7-hydroxy-5-methyl-6,7-dihydro-5H-cyclopenta[d]pyrimidin